CC(CC(CC)=O)(C)S 5-methyl-5-sulfanylhexan-3-one